[N+]1(=CC=NC=2CCCCC12)[O-].NC1=NC2=CC(=CC=C2C=C1)CN(C(=O)C=1C=NC=CC1)[C@H]1C=2N=CC=NC2CCC1 |r| rac-N-[(2-aminoquinolin-7-yl)methyl]-N-(5,6,7,8-tetrahydroquinoxalin-5-yl)pyridine-3-carboxamide 5,6,7,8-tetrahydroquinoxalin-1-ium-1-olate